C(C1=CC=CC=C1)C1=C(SC=2N3C(COCC21)=NN=C3C)C#CC=3C=NN(C3)CCCCN3CCN(CC3)C3=C2C(N(C(C2=CC=C3)=O)C3C(NC(CC3)=O)=O)=O 4-(4-(4-(4-((3-Benzyl-9-methyl-4H,6H-thieno[2,3-e][1,2,4]triazolo[3,4-c][1,4]oxazepin-2-yl)ethynyl)-1H-pyrazol-1-yl)butyl)piperazin-1-yl)-2-(2,6-dioxopiperidin-3-yl)isoindolin-1,3-dion